FC(CCCOC1=C(C=C2C=C(C(=C(C2=C1)F)N1CC(NS1(=O)=O)=O)O)O)F 5-[7-(4,4-difluorobutoxy)-1-fluoro-3,6-dihydroxynaphthalen-2-yl]-1λ6,2,5-thiadiazolidine-1,1,3-trione